C(C)(C)(C)OC(=O)N1CC(C1)C1=NC(=NO1)C.OC1=C(C=C(C=C1)C(C)(C)CC(C)(C)C)N1N=C2C(=N1)C=CC=C2 2-(2'-hydroxy-5'-tert-octylphenyl)benzotriazole tert-butyl-3-(3-methyl-1,2,4-oxadiazol-5-yl)azetidine-1-carboxylate